ethyl 2-(3-chloro-5-fluoro-phenyl)oxazole-5-carboxylate ClC=1C=C(C=C(C1)F)C=1OC(=CN1)C(=O)OCC